C(C)C1(OC2=CC=C(C=C2C(C1)=O)C1=NC(=NO1)C1=CC(=NC=C1)NS(=O)(=O)C)CC N-(4-(5-(2,2-diethyl-4-oxochroman-6-yl)-1,2,4-oxadiazol-3-yl)pyridin-2-yl)methanesulfonamide